C(C)C1=NSC=C1C(=O)O 3-ethylisothiazole-4-carboxylic acid